tridecyl nonatriacontanoate C(CCCCCCCCCCCCCCCCCCCCCCCCCCCCCCCCCCCCCC)(=O)OCCCCCCCCCCCCC